triglycerin monocaprylate C(CCCCCCC)(=O)O.OCC(O)CO.OCC(O)CO.OCC(O)CO